C(C)(C)(C)OC(=O)N1CCN(CC1)CCCOC=1C=C2C(=CC=NC2=CC1)C(=O)O 6-(3-(4-Tert-Butoxycarbonylpiperazin-1-yl)-1-propoxy)quinoline-4-carboxylic acid